CC(C)N[C@H]1CN(CC1)C=1N=NC(=CN1)C1=C(C=C(C=C1)C=1C=NNC1)O 2-(3-{(3R)-3-[(propan-2-yl)amino]pyrrolidin-1-yl}-1,2,4-triazin-6-yl)-5-(1H-pyrazol-4-yl)phenol